COC=1C=C(C=CC1)C1=NN2C(=NC=3C=CC=CC3C2=N1)NC=1C(N=CC=NC1)=O 6-{[2-(3-Methoxyphenyl)[1,2,4]triazolo[1,5-c]quinazolin-5-yl]amino}-1,4-diazepin-5-one